C(C1=CC=CC=C1)OC(=O)N[C@H](C=1N=C2N(N=C(C=C2)CC2(C(NCC(C2)C)=O)C(=O)OC)C1)C1CCC(CC1)C Methyl 3-((2-((S)-(((benzyloxy)carbonyl)amino)((1r,4S)-4-methylcyclohexyl)methyl)imidazo[1,2-b]pyridazin-6-yl)methyl)-5-methyl-2-oxopiperidine-3-carboxylate